rac-(1S*,2S*)-2-(4-amino-3-chlorophenyl)-N-(6-(((6-cyclopropylimidazo[1,2-a]pyridin-2-yl)methyl)amino)pyrimidin-4-yl)cyclopropane-1-carboxamide NC1=C(C=C(C=C1)[C@@H]1[C@H](C1)C(=O)NC1=NC=NC(=C1)NCC=1N=C2N(C=C(C=C2)C2CC2)C1)Cl |r|